(+/-)-trans-tert-butyl 4-[4-(methylsulfonamido)phenyl]-3-{[(3-oxoisoindolin-5-yl)oxy]methyl}-piperidine-1-carboxylate CS(=O)(=O)NC1=CC=C(C=C1)[C@H]1[C@@H](CN(CC1)C(=O)OC(C)(C)C)COC=1C=C2C(NCC2=CC1)=O |r|